FC1=C(C(=CC(=C1)[N+](=O)[O-])F)CN1CC2CC2C1 3-[(2,6-difluoro-4-nitrophenyl)methyl]-3-azabicyclo[3.1.0]hexane